1-(4-cyano-2-isobutylphenyl)-2-phenyl-1H-naphtho[1,2-d]imidazole C(#N)C1=CC(=C(C=C1)N1C(=NC2=C1C1=CC=CC=C1C=C2)C2=CC=CC=C2)CC(C)C